B1(OC(C(O1)(C)C)(C)C)C2=CC=C(C=C2)F 4-(4,4,5,5-tetramethyl-1,3,2-dioxaborolan-2-yl)fluorobenzene